COC=1C(=CC2=C(N=C(O2)N2CCOCC2)C1)[N+](=O)[O-] 5-Methoxy-2-morpholinyl-6-nitrobenzo[d]oxazole